platinum-cobalt phosphate P(=O)([O-])([O-])[O-].[Co+2].[Pt+2]